C(C)(C)(C)N(C(O)=O)[C@@H](C1CCC(CC1)(F)F)C=1N=C2N(N=CC(=C2)[C@H](NC(CC2CC(C2)(F)F)=O)C2CCC2)C1.ClC(=O)SCl |o1:25| chloro(chlorosulfanyl)methanone tert-butyl-((S)-(7-((R*)-cyclobutyl(2-(3,3-difluorocyclobutyl)acetamido)methyl)imidazo[1,2-b]pyridazin-2-yl)(4,4-difluorocyclohexyl)methyl)carbamate